3,3-dimethyl-2-oxo-1-((1-(thiophen-3-yl)azetidin-3-yl)methyl)indoline-6-carboxylic acid CC1(C(N(C2=CC(=CC=C12)C(=O)O)CC1CN(C1)C1=CSC=C1)=O)C